ClC1=C(C=CC=C1NC(=O)C=1N(C2=C(CN(CC2)C)N1)C)C1=C(C(=CC=C1)NC(C1=NC=C(C(=C1)OC)CNC1=CC(=NC=C1)OC)=O)Cl N-(2,2'-Dichloro-3'-(4-methoxy-5-(((2-methoxypyridin-4-yl)amino)methyl)picolinamido)-[1,1'-biphenyl]-3-yl)-1,5-dimethyl-4,5,6,7-tetrahydro-1H-imidazo[4,5-c]pyridine-2-carboxamide